OCC([N+](=O)[O-])(CO)CO tris-(hydroxymethyl)nitromethane